7-(1H-indole-6-yl)-9-isopropyl-7,9-dihydro-8H-purine-8-one N1C=CC2=CC=C(C=C12)N1C(N(C2=NC=NC=C12)C(C)C)=O